1-(4-(trifluoromethyl)phenyl)cyclobutyl 2-bromoacetate BrCC(=O)OC1(CCC1)C1=CC=C(C=C1)C(F)(F)F